2-acetamido-2-desoxy-D-glucose C(C)(=O)N[C@@H](C=O)[C@@H](O)[C@H](O)[C@H](O)CO